ClC=1C(=CC(=C(C1)C(C(=O)OC)(C)C)OC)CC(NC1=CC(=NC=C1)C(NC1(CC1)C(F)(F)F)=O)=O methyl 2-[5-chloro-2-methoxy-4-[2-oxo-2-[[2-[[1-(trifluoromethyl) cyclopropyl] carbamoyl]-4-pyridinyl] amino] ethyl] phenyl]-2-methyl-propionate